3-(5-(3-((4'-chloro-5,5-dimethyl-3,4,5,6-tetrahydro-[1,1'-biphenyl]-2-yl)methyl)-3,8-diazabicyclo[3.2.1]octane-8-carbonyl)-4-fluoro-1-oxoisoindolin-2-yl)piperidine-2,6-dione ClC1=CC=C(C=C1)C1=C(CCC(C1)(C)C)CN1CC2CCC(C1)N2C(=O)C=2C(=C1CN(C(C1=CC2)=O)C2C(NC(CC2)=O)=O)F